F[C@@H]1CN(CC[C@@H]1C1=C(N(C=2C=CC=C(C12)N)CC(F)(F)F)C1=NOC(=N1)CNC1=NC=CC2=C1C=CS2)C [(3S,4R)-3-fluoro-1-methylpiperidin-4-yl]-2-{5-[({thieno[3,2-c]pyridin-4-yl}amino)methyl]-1,2,4-oxadiazol-3-yl}-1-(2,2,2-trifluoroethyl)-1H-indol-4-amine